ClC1=C(N=C(C(=N1)C(=O)N)NC1=CC=C(C=C1)N1CCOCC1)NC 6-chloro-5-(methylamino)3-(4-morpholinoanilino)pyrazine-2-carboxamide